(R)-(3-(2-Amino-1-(4-(3,5-dimethylisoxazol-4-yl)phenyl)ethyl)-1,2,3-oxadiazol-3-ium-5-yl)((3-(2-phenylacetamido)-5-(trifluoromethyl)phenyl)-carbamoyl)amide NC[C@@H](C1=CC=C(C=C1)C=1C(=NOC1C)C)[N+]1=NOC(=C1)[N-]C(NC1=CC(=CC(=C1)C(F)(F)F)NC(CC1=CC=CC=C1)=O)=O